C(C)(C)(C)OC(NC1=C(C=CC(=C1)[N+](=O)[O-])N1C(CN(CC1)C1CCOCC1)C(F)(F)F)=O.ClC1=NC=CC(=C1)OC(C(=O)C1CCOCC1)=CN(C)C ((2-chloropyridin-4-yl)oxy)-3-(dimethylamino)-1-(tetrahydro-2H-pyran-4-yl)prop-2-en-1-one tert-butyl-N-[5-nitro-2-[4-(oxan-4-yl)-2-(trifluoromethyl)piperazin-1-yl]phenyl]carbamate